2-ethyl-6-(4,4,5,5-tetramethyl-1,3,2-dioxaborolan-2-yl)-3,4-dihydro-2H-isoquinolin-1-one C(C)N1C(C2=CC=C(C=C2CC1)B1OC(C(O1)(C)C)(C)C)=O